tert-Butyl N-(2-((S)-2-(4-amino-3-chlorobenzamido)-3,3-dimethylbutanamido)-2-phenylacetamido)-N-(2-(2,3,5,6-tetrafluorophenoxy)acetyl)glycinate NC1=C(C=C(C(=O)N[C@H](C(=O)NC(C(=O)NN(CC(=O)OC(C)(C)C)C(COC2=C(C(=CC(=C2F)F)F)F)=O)C2=CC=CC=C2)C(C)(C)C)C=C1)Cl